C(C)(=O)C=1C=C(C=C2C(N(C(=NC12)N1CC2=CC=CC=C2C1)C1CC(OCC1)(C)C)=O)C 8-acetyl-2-(1,3-dihydroisoindol-2-yl)-3-(2,2-dimethyloxan-4-yl)-6-methylquinazolin-4-one